4-chloro-N-(6-(trifluoromethyl)pyridin-2-yl)pyridin-2-amine ClC1=CC(=NC=C1)NC1=NC(=CC=C1)C(F)(F)F